2-(((6aR,8R)-2-chloro-6a-ethyl-5,6,6a,7,8,9-hexahydropyrrolo[1',2':4,5]pyrazino[2,3-c]pyridazin-8-yl)oxy)-6-methyl-5-vinylnicotinonitrile ClC=1C=C2C(=NN1)NC[C@@]1(N2C[C@@H](C1)OC1=C(C#N)C=C(C(=N1)C)C=C)CC